[N+](=O)([O-])C=1C=CC(=NC1)C(=O)NC1=NC=C(C=C1)[N+](=O)[O-] 5-nitro-N-(5-nitropyridin-2-yl)pyridinecarboxamide